C(C)(C)(C)OC(N(C[C@@H]1OC2=CC=CC=C2C(C1)=O)[C@H](C)C1=CC=CC2=CC=CC=C12)=O tert-Butyl((R)-1-(naphthalen-1-yl)ethyl)(((R)-4-oxochroman-2-yl)methyl)carbamat